Cl.Cl.C1(CCCCC1)CNC(=O)C=1OC2=C(C=CC=C2C(C1)=O)OCCN1CCN(CC1)C N-(cyclohexylmethyl)-8-[2-(4-methylpiperazin-1-yl)ethoxy]-4-oxochromene-2-carboxamide dihydrochloride